methyl 3-(((3-chloropyrazin-2-yl)methyl)carbamoyl)bicyclo[3.2.1]octane-8-carboxylate ClC=1C(=NC=CN1)CNC(=O)C1CC2CCC(C1)C2C(=O)OC